(R)-2-(2-((1-(2-(4,4-dimethylpiperidin-1-yl)-6-methyl-4-oxo-4H-chromen-8-yl)ethyl)amino)phenyl)-1,2,4-oxadiazolidine-3,5-dione CC1(CCN(CC1)C=1OC2=C(C=C(C=C2C(C1)=O)C)[C@@H](C)NC1=C(C=CC=C1)N1OC(NC1=O)=O)C